ClC=1C(=NN(C1C)C(=O)O)C 4-chloro-3,5-dimethyl-1H-pyrazole-1-carboxylic acid